CC1=NC(=NN1)C(F)(F)F 5-methyl-3-(trifluoromethyl)-1H-1,2,4-triazole